O=C1NC(CCC1N1C(C2=CC=CC(=C2C1=O)NCCOCCOCCOCCC(=O)O)=O)=O 3-(2-(2-(2-((2-(2,6-dioxopiperidin-3-yl)-1,3-dioxoisoindoline-4-yl)amino)ethoxy)ethoxy)ethoxy)propionic acid